BrC=1C=C(C(=O)OC)C=CC1OC1CC(C1)CO[Si](C)(C)C(C)(C)C methyl 3-bromo-4-[3-[[tert-butyl(dimethyl)silyl]oxymethyl] cyclobutoxy]benzoate